2-(2-chloroethoxy)acetonitrile ClCCOCC#N